O1C(=CC=C1)CNC=1C2=C(N=C(N1)C)C(=CS2)C N-[(furan-2-yl)methyl]-2,7-dimethylthieno[3,2-d]pyrimidin-4-amine